CC1(OC(C(C(O1)=O)=C1NCCC1)=O)C 2,2-dimethyl-5-(2-pyrrolidinylidene)-1,3-dioxane-4,6-dione